OC[C@H](C1=CC=CC=C1)NC1=CC(=NC=C1C1=NC(=NO1)C1=NC=CC=C1)NC1=CC=C2C(NN(C2=C1)C(C)C)=O (S)-6-((4-((2-hydroxy-1-phenylethyl)amino)-5-(3-(pyridin-2-yl)-1,2,4-oxadiazol-5-yl)pyridin-2-yl)amino)-1-isopropyl-1,2-dihydro-3H-indazol-3-one